tert-butyl ((trans-3-(3-cyclopropyl-4-(5-fluoro-6-methylpyridin-2-yl)-1H-pyrazol-1-yl)-1-fluorocyclobutyl)methyl)carbamate C1(CC1)C1=NN(C=C1C1=NC(=C(C=C1)F)C)C1CC(C1)(F)CNC(OC(C)(C)C)=O